COC1=CC=C(C(=O)NC2CCC(CC2)NC2=CC=CC=3N2C=C(N3)C(F)(F)F)C=C1 4-methoxy-N-[(1s,4s)-4-{[2-(trifluoromethyl)imidazo[1,2-a]pyridin-5-yl]amino}cyclohexyl]benzamide